COC(=O)C=1C=C(SC1)C(=O)O 4-(methoxycarbonyl)thiophene-2-carboxylic acid